FC(C(F)(F)OCF)C(F)(F)F fluoromethyl hexafluoropropyl ether